COC1=C(C=CC(=C1)P1(CCN(CC1)C1COC1)=O)NC=1N=C(C2=C(N1)NC=C2C#N)NC2COC2 2-((2-methoxy-4-(1-(oxetan-3-yl)-4-oxido-1,4-azaphosphinan-4-yl)phenyl)amino)-4-(oxetan-3-ylamino)-7H-pyrrolo[2,3-d]pyrimidine-5-carbonitrile